(1-(3-bromophenyl)-4-(3-oxo-3-(phenylamino)propyl)-1H-imidazol-2-yl)-3-(1H-pyrazol-4-yl)benzamide BrC=1C=C(C=CC1)N1C(=NC(=C1)CCC(NC1=CC=CC=C1)=O)C1=C(C(=O)N)C=CC=C1C=1C=NNC1